calcium-bismuth [Bi].[Ca]